2-[[[[N-(4-methoxy-6-methyl-1,3,5-triazin-2-yl)-N-methylamino]carbonyl]amino]-sulfonyl]benzoic acid methyl ester COC(C1=C(C=CC=C1)S(=O)(=O)NC(=O)N(C)C1=NC(=NC(=N1)OC)C)=O